N1(CCNCC1)C=CC(=O)N1CCN(CC1)C1=C(C(=NC2=C(C(=C(C=C12)Cl)C1=CC=C(C2=C1N=C(S2)N)F)F)Cl)C#N 4-(4-piperazinylacrylpiperazin-1-yl)-7-(2-amino-7-fluorobenzo[d]thiazol-4-yl)-2,6-dichloro-8-fluoroquinoline-3-carbonitrile